6-chloro-1-methyl-2-oxo-4-spiro[3H-furo[3,2-b]pyridin-2,4'-piperidin]-1'-yl-1,5-naphthyridine-3-carbonitrile ClC=1N=C2C(=C(C(N(C2=CC1)C)=O)C#N)N1CCC2(CC1)CC1=NC=CC=C1O2